NCCOCCOCCOCCOCCNC(=O)NC1=CC(=CC=C1)C1=CC2=C(C=C1OC)OCC1=C2N(N=C1C(=O)N1C(COCC1)(C)C)C1=CC(=CC(=C1)Cl)Cl 1-(14-amino-3,6,9,12-tetraoxatetradecyl)-3-(3-(1-(3,5-dichlorophenyl)-3-(3,3-dimethylmorpholine-4-carbonyl)-7-methoxy-1,4-dihydrochromeno[4,3-c]pyrazol-8-yl)phenyl)urea